O=C[C@H](O)[C@@H](O)[C@H](O)[C@H](O)CO D-gluco-hexose